1-chloro-4-(methoxymethyl)benzene ClC1=CC=C(C=C1)COC